5,6,11-Trimethylpyrido[4,3-b]carbazole-9-carbonitrile CC1=C2C(=C(C=3C=4C=C(C=CC4N(C13)C)C#N)C)C=NC=C2